C1(=C(C=CC=C1)C1=C(C(=C2C=3C(=C(C(=C(C3CC2=C1)N(C1=CC=CC2=CC=CC=C12)C1=CC=CC=C1)C)C)C1=CC=CC=2C3=CC=CC=C3NC12)C1=C(C(=C(C=2C3=CC=CC=C3CC12)C1=CC=CC=2C3=CC=CC=C3NC12)C)C)C1=C(C=CC=C1)C1=CC=CC=C1)C1=CC=CC=C1 di(biphenylyl)(carbazolyldimethylfluorenyl)(phenyl)(naphthyl)(carbazolyldimethylfluorenyl)amine